N-({2-[5-chloro-2-(2H-1,2,3-triazol-2-yl)benzoyl]-4-methyl-2-azabicyclo[3.1.1]heptan-3-yl}methyl)pyrido[2,3-b]pyrazin-2-amine ClC=1C=CC(=C(C(=O)N2C3CC(C(C2CNC=2N=C4C(=NC2)N=CC=C4)C)C3)C1)N1N=CC=N1